C(CCCCCCCCCCCCCCC(C)C)OC(C=C)=O iso-Stearylacrylat